3-O-(6'-O-(13Z,16Z,19Z-docosatrienoyl)-beta-D-glucopyranosyl)-cholest-5-en-3beta-ol CC/C=C\C/C=C\C/C=C\CCCCCCCCCCCC(=O)OCC1[C@H](C(C([C@@H](O1)O[C@H]2CC[C@@]3([C@H]4CC[C@]5([C@H]([C@@H]4CC=C3C2)CC[C@@H]5[C@H](C)CCCC(C)C)C)C)O)O)O